4-[2-amino-4-ethyl-5-(1H-indazol-5-yl)-3-pyridinyl]phenol NC1=NC=C(C(=C1C1=CC=C(C=C1)O)CC)C=1C=C2C=NNC2=CC1